2-(cis-3-((5-(1-(2,2-difluoroethyl)-1H-benzo[d][1,2,3]triazol-6-yl)-6-fluoro-4-methoxypyrrolo[2,1-f][1,2,4]triazin-2-yl-7-d)amino)cyclobutoxy)ethan-1-ol FC(CN1N=NC2=C1C=C(C=C2)C=2C(=C(N1N=C(N=C(C12)OC)N[C@H]1C[C@H](C1)OCCO)[2H])F)F